FC(OC=1C=C(C=CC1)B(O)O)F 3-(difluoromethoxy)phenylboronic acid